1-(isocyanatomethyl)-4-(propan-2-yloxy)benzene N(=C=O)CC1=CC=C(C=C1)OC(C)C